trans-tert-butyl (S)-4-(5-((1-(4-((1-(tert-butoxycarbonyl)pyrrolidin-3-yl)oxy)-3-(4-(tert-butyl)cyclohexyl)benzoyl)piperidin-4-yl)oxy)-2-fluorophenyl)piperazine-1-carboxylate C(C)(C)(C)OC(=O)N1C[C@H](CC1)OC1=C(C=C(C(=O)N2CCC(CC2)OC=2C=CC(=C(C2)N2CCN(CC2)C(=O)OC(C)(C)C)F)C=C1)[C@@H]1CC[C@H](CC1)C(C)(C)C